FCCCN1C[C@H](CC1)OC1=CC=C(C(=O)OC)C=C1 methyl (S)-4-((1-(3-fluoropropyl)pyrrolidin-3-yl)oxy)benzoate